C(C)(=O)OC[C@@H](NC([C@@H](NC(C1=CC=CC=C1)=O)CC1=CC=CC=C1)=O)CC1=CC=CC=C1 N-(N-benzoyl-L-phenylalanyl)-L-phenylalaninol acetate